C(C)(C)(C)C1OCCCNC1=O tert-Butyl-3-oxo-1,4-oxazepane